ClC1=CN=C2N1C=CN=C2 3-chloroimidazo[1,2-a]pyrazine